C(CCC=C)(=O)NC(C(=O)OC1COC(C1O)N1C2=NC=NC(=C2N=C1)N)C1=CC=CC=C1 5-(6-amino-9H-purin-9-yl)-4-hydroxytetrahydrofuran-3-yl 2-(pent-4-enamido)-2-phenylacetate